BrC1=CN(C2=NC=NC(=C12)Cl)[C@@H]1C[C@@H]([C@H]2OC(O[C@@H]12)(C)C)C1=CC=C(C(=O)OC(C)(C)C)C=C1 tert-Butyl p-{(1S,5R,6R,8R)-8-(3-bromo-4-chloro-1,5,7-triaza-1H-inden-1-yl)-3,3-dimethyl-2,4-dioxabicyclo[3.3.0]oct-6-yl}benzoate